COCCC=1C(=NC=C(C1)C1=NOC(=N1)C(F)(F)F)C=O 3-(2-methoxyethyl)-5-(5-(trifluoromethyl)-1,2,4-oxadiazol-3-yl)picolinaldehyde